C(C)(C)(C)OC(=O)N1C(=CC2=CC=CC(=C12)OCC1=C(C=C(C=C1)F)F)CN1C(C(=CC=C1)NC([C@H](CC\C=C\C(=O)N(C)C)NC(=O)OC)=O)=O tert-Butyl-(S,E)-7-((2,4-difluorobenzyl)oxy)-2-((3-(7-(dimethylamino)-2-((methoxycarbonyl)amino)-7-oxohept-5-enamido)-2-oxopyridin-1(2H)-yl)methyl)-1H-indol-1-carboxylat